N(=[N+]=[N-])[C@]1([C@H](C[C@@H](O1)C1=CC=C2C(=NC=NN21)NC(C2=CC=CC=C2)=O)O)CI N-(7-((2R,4S,5S)-5-azido-4-hydroxy-5-(iodomethyl)tetrahydrofuran-2-yl)pyrrolo[2,1-f][1,2,4]triazin-4-yl)benzamide